2-Fluoro-N-[2-(4-formylcyclohexyl)-6-methoxy-indazol-5-yl]-3-(trifluoromethyl)benzamide FC1=C(C(=O)NC2=CC3=CN(N=C3C=C2OC)C2CCC(CC2)C=O)C=CC=C1C(F)(F)F